IC=1N=C(NC1)C(=O)[O-] 4-iodoimidazolecarboxylate